FC1=C(C=CC=C1F)CCCCOCCCCC1=C(C(=CC=C1)F)F 2,3-difluorophenylbutyl ether